C12COCC(CC1)C2O 3-oxabicyclo[3.2.1]octan-8-ol